C(C)(C)[C@@H]1NC2=CC=C(N=C2C[C@@H]1C)OC (2S,3S,4R)-2-isopropyl-6-methoxy-3-methyl-1,2,3,4-tetrahydro-1,5-naphthyridin